3-methoxy-5-methylphenol COC=1C=C(C=C(C1)C)O